dodec-1-en C=CCCCCCCCCCC